methyl 3-phenylprop-2-enoate (methyl cinnamate) CC(C(=O)O)=CC1=CC=CC=C1.C1(=CC=CC=C1)C=CC(=O)OC